(N-[4-amino-5-[6-(1-piperidyl)pyridine-3-carbonyl]thiazol-2-yl]-4-fluoro-anilino)propanamide NC=1N=C(SC1C(=O)C=1C=NC(=CC1)N1CCCCC1)N(C1=CC=C(C=C1)F)C(C(=O)N)C